benzyl (S)-4-(7-(8-chloronaphthalen-1-yl)-2-(hydroxymethyl)-5,6,7,8-tetrahydroimidazo[1,2-a]pyrazin-3-yl)-2-(cyanomethyl)piperazine-1-carboxylate ClC=1C=CC=C2C=CC=C(C12)N1CC=2N(CC1)C(=C(N2)CO)N2C[C@@H](N(CC2)C(=O)OCC2=CC=CC=C2)CC#N